CC1(OC2=C(C1)C=C(C(=C2)N2CCC1(CC(NC1)=O)CC2)NC(=O)C=2C=NN1C2N=CC=C1)C N-(2,2-dimethyl-6-(3-oxo-2,8-diazaspiro[4.5]decan-8-yl)-2,3-dihydrobenzofuran-5-yl)pyrazolo[1,5-a]pyrimidine-3-carboxamide